CC(C)C1=C(C=C2C(=C1)CC[C@@H]3[C@]24CCC[C@@]3(CO[C@@H]4O)C)O The molecule is an abietane diterpenoid isolated from the stem bark of Fraxinus sieboldiana. It has a role as a plant metabolite. It is a tetracyclic diterpenoid, an abietane diterpenoid and a cyclic ether.